ethyl 5-(2,4,5-trifluoro-3-hydroxyphenyl)-1,2,4-oxadiazole-3-carboxylate FC1=C(C=C(C(=C1O)F)F)C1=NC(=NO1)C(=O)OCC